N[C@@H](CC(=O)O)C(NCCCC(NC=1SC2=C(N1)C=CC(=C2)OC(F)(F)F)=O)=O (S)-3-amino-4-oxo-4-((4-oxo-4-((6-(trifluoromethoxy)benzo[d]thiazol-2-yl)amino)butyl)amino)butanoic acid